C1(CCCC1)N(C1=NC=C(C=N1)B1OC(C(O1)(C)C)(C)C)C N-cyclopentyl-N-methyl-5-(4,4,5,5-tetramethyl-1,3,2-dioxaborolan-2-yl)pyrimidin-2-amine